10-ETHOXY-10-OXODECANOIC ACID C(C)OC(CCCCCCCCC(=O)O)=O